C=C1CC(C1)C(=N)SCC(C(F)(F)F)=O 3,3,3-trifluoro-2-oxopropyl 3-methylenecyclobutane-1-carbimidothioate